methyl 4-(1-methyl-1,2,3,6-tetrahydropyridin-4-yl)-3-(trifluoromethyl)benzoate CN1CCC(=CC1)C1=C(C=C(C(=O)OC)C=C1)C(F)(F)F